CC=1C(=CSC1)C1=CC(=NC2=C(N=CC=C12)C1=CC=NN1)N1CCOCC1 4-(4-methylthiophen-3-yl)-2-(morpholin-4-yl)-8-(1H-pyrazol-5-yl)-1,7-naphthyridine